N1CC(C1)N1N=CC(=C1)C1=NN=C(O1)CN(C(CC1=C(C=C(C=C1)C(F)(F)F)C(F)(F)F)=O)C1=CC=C(C=C1)F N-((5-(1-(azetidin-3-yl)-1H-pyrazol-4-yl)-1,3,4-oxadiazol-2-yl)methyl)-2-(2,4-bis(trifluoromethyl)phenyl)-N-(4-fluorophenyl)acetamide